CC1=C(C(=O)NC)C=CC=N1 methyl-(N-methyl-nicotinamide)